BrC1=C(C=C2C(=NC(=NC2=C1F)OCC1(CC1)CN(C)C)N1CC2(CCO2)CCC1)F 1-(1-(((7-bromo-6,8-difluoro-4-(1-oxa-6-azaspiro[3.5]nonan-6-yl)quinazolin-2-yl)oxy)methyl)cyclopropyl)-N,N-dimethylmethanamine